C1(CC(C(CC1)C(C)(C)O)O)C racemic-trans-para-menthane-3,8-diol